COC(=O)C=1C2(C=CC(C1C(=O)OC)O2)C=O 1-Formyl-7-oxabicyclo[2.2.1]hept-2,5-diene-2,3-dicarboxylic acid dimethyl ester